C[C@@H]1CN(C[C@@H](O1)C)C=1N=C(C2=C(N1)C(N(C2)C(C)C)=O)NC2=CC=C(C=C2)C(C)C 2-[(2r,6s)-2,6-dimethylmorpholin-4-yl]-6-(prop-2-yl)-4-{[4-(prop-2-yl)phenyl]amino}-5,6-dihydro-7H-pyrrolo[3,4-d]pyrimidin-7-one